5-Chloro-3-(1-(trifluoromethyl)-1H-pyrazol-4-yl)-1H-pyrazolo[4,3-b]pyridine ClC1=CC=C2C(=N1)C(=NN2)C=2C=NN(C2)C(F)(F)F